N-((S)-1-(((R)-4-(cyclopropylamino)-3,4-dioxo-1-((R)-2-oxopyrrolidin-3-yl)butan-2-yl)amino)-4-methyl-1-oxopentan-2-yl)-9-hydroxy-9H-fluorene-9-carboxamide C1(CC1)NC(C([C@@H](C[C@@H]1C(NCC1)=O)NC([C@H](CC(C)C)NC(=O)C1(C2=CC=CC=C2C=2C=CC=CC12)O)=O)=O)=O